3-(5-(4-((4'-fluoro-5,5-dimethyl-3,4,5,6-tetrahydro-[1,1'-biphenyl]-2-yl)methyl)-3,5-dimethylpiperazine-1-carbonyl)-1-oxoisoindolin-2-yl)piperidine-2,6-dione FC1=CC=C(C=C1)C1=C(CCC(C1)(C)C)CN1C(CN(CC1C)C(=O)C=1C=C2CN(C(C2=CC1)=O)C1C(NC(CC1)=O)=O)C